(6-Chloropyridin-3-yl)-5-(2,3-dimethylphenyl)-6-methoxy-1-((2-(trimethylsilyl)ethoxy)methyl)-1H-pyrazolo[4,3-b]pyridine ClC1=CC=C(C=N1)C1=NN(C=2C1=NC(=C(C2)OC)C2=C(C(=CC=C2)C)C)COCC[Si](C)(C)C